BrC1=C(C=C(C=C1)C(F)(F)F)C[C@H](O)C1=CC(=CC=C1)Br (S)-2-(2-bromo-5-(trifluoromethyl)phenyl)-1-(3-bromophenyl)ethan-1-ol